(S)-3-(isoquinolin-4-yl)-1-(5-methoxy-2-(trifluoromethyl)pyrimidin-4-yl)-2-oxoimidazolidine-4-carbonitrile C1=NC=C(C2=CC=CC=C12)N1C(N(C[C@H]1C#N)C1=NC(=NC=C1OC)C(F)(F)F)=O